N-[1-(4-methylphenyl)-3-{1-[(3-oxo-2,3-dihydro-1H-isoindol-5-yl)methyl]piperidin-3-yl}-1H-pyrazol-5-yl]pyrazolo[1,5-a]pyrimidine-3-carboxamide CC1=CC=C(C=C1)N1N=C(C=C1NC(=O)C=1C=NN2C1N=CC=C2)C2CN(CCC2)CC=2C=C1C(NCC1=CC2)=O